(R)-4-(5-cyclopropyl-7-tosyl-7H-pyrrolo[2,3-d]pyrimidin-4-yl)-2-methylpiperazine-1-carboxylic acid tert-butyl ester C(C)(C)(C)OC(=O)N1[C@@H](CN(CC1)C=1C2=C(N=CN1)N(C=C2C2CC2)S(=O)(=O)C2=CC=C(C)C=C2)C